(aminoethyl)-γ-aminopropylmethyldimethoxysilane NCCCO[Si](OC)(C)CCCN